5-((5-(4-((1-(1-(benzo[4,5]imidazo[1,2-a]pyrimidin-2-yl)piperidin-4-yl)azetidin-3-yl)oxy)piperidin-1-yl)pentyl)oxy)-2-(2,6-dioxopiperidin-3-yl)isoindoline-1,3-dione N=1C=2N(C=CC1N1CCC(CC1)N1CC(C1)OC1CCN(CC1)CCCCCOC=1C=C3C(N(C(C3=CC1)=O)C1C(NC(CC1)=O)=O)=O)C1=C(N2)C=CC=C1